NC1=C(C=NC(=C1C(=O)NC1CC1)F)Br 4-amino-5-bromo-N-cyclopropyl-2-fluoronicotinamide